CC=1C(N2[C@H]([C@H](CCC2=CC1)NS(=O)(=O)CC)COC1CCC(CC1)C(F)(F)F)=O |r| rac-N-[(3S,4R)-7-methyl-6-oxo-4-({[(1s,4S)-4-(trifluoromethyl)cyclohexyl]oxy}methyl)-1,3,4,6-tetrahydro-2H-quinolizin-3-yl]ethanesulfonamide